N-octadecenyl-2-phenyl-3,5,7-tritetrahydropyranyloxyquinolin-4-one C(=CCCCCCCCCCCCCCCCC)N1C(=C(C(C2=C(C=C(C=C12)OC1OCCCC1)OC1OCCCC1)=O)OC1OCCCC1)C1=CC=CC=C1